ethyl 3-(2,6-dimethylphenyl)-3-oxopropanoate CC1=C(C(=CC=C1)C)C(CC(=O)OCC)=O